(1S,3S)-3-((6-(4-(aminomethyl)-3-methylisoxazol-5-yl)-2-methylpyridin-3-yl)oxy)cyclohexane-1-carboxylic acid isopropyl ester C(C)(C)OC(=O)[C@@H]1C[C@H](CCC1)OC=1C(=NC(=CC1)C1=C(C(=NO1)C)CN)C